N1=CC=NC=2C3=NC=CN=C3C=CC12 1,4,5,8-tetraazaphenanthrene